CN1C(CN(CC1)CC=1C=C(C=C(C1)C(F)(F)F)NC(C1=CC=CC=C1)=O)=O N-(3-((4-methyl-3-oxopiperazin-1-yl)methyl)-5-(trifluoromethyl)phenyl)benzamide